Cl.FC(C1=CC=C(C=C1)C1=CC=2CNCCC2S1)(F)F 2-(4-(trifluoromethyl)phenyl)-4,5,6,7-tetrahydrothieno[3,2-c]pyridine hydrochloride